tert-butyl (2-(2-(1-(3-(3,5-dimethylisoxazol-4-yl)-5-hydroxybenzyl) piperidine-4-carbonyl) hydrazinyl)-2-oxoethyl)carbamate CC1=NOC(=C1C=1C=C(CN2CCC(CC2)C(=O)NNC(CNC(OC(C)(C)C)=O)=O)C=C(C1)O)C